2-(2,3-dihydro-1,4-benzodioxin-6-yl)-4,4,5,5-tetramethyl-1,3,2-dioxaborolane O1CCOC2=C1C=CC(=C2)B2OC(C(O2)(C)C)(C)C